ethyl 6-{3-[5-({[(7-cyclopentylpyrazolo[1,5-a]pyrimidin-6-yl)amino]carbonyl}amino)-3-methylpyridin-2-yl]-1,2,4-oxadiazol-5-yl}hexanoate C1(CCCC1)C1=C(C=NC=2N1N=CC2)NC(=O)NC=2C=C(C(=NC2)C2=NOC(=N2)CCCCCC(=O)OCC)C